C(C)(C)(C)P(C1=C(C=C(C=C1)OC)OC)C(C)(C)C di-(tert-butyl)(2,4-dimethoxyphenyl)phosphine